6-[4-[acetyl(2-cyanoethyl)amino]phenyl]-N-(3-pyridylmethyl)pyridine-3-carboxamide C(C)(=O)N(C1=CC=C(C=C1)C1=CC=C(C=N1)C(=O)NCC=1C=NC=CC1)CCC#N